5-azido-7-bromo-1-methyl-1H-benzo[d]imidazole-4-carbonitrile N(=[N+]=[N-])C1=C(C2=C(N(C=N2)C)C(=C1)Br)C#N